S(=O)(=O)([O-])[O-].[Mg+2].[K+] potassium magnesium sulfate